C(C)(C)(C)OC(=O)N1CCC(CC1)CNC=1C=2N(C=C(N1)C1=CC(=NC=C1)Cl)C=C(N2)C(N)=O 4-{[2-Carbamoyl-6-(2-chloro-pyridin-4-yl)-imidazo[1,2-a]pyrazin-8-ylamino]-methyl}-piperidine-1-carboxylic acid tert-butyl ester